FC(CN1CCNCC1)(F)C1CCN(CC1)CC1CCN(CC1)C1=C2C(N(C(C2=CC=C1)=O)C1C(NC(CC1)=O)=O)=O 4-[4-[[4-(1,1-difluoro-2-piperazin-1-yl-ethyl)-1-piperidinyl]methyl]-1-piperidinyl]-2-(2,6-dioxo-3-piperidinyl)isoindoline-1,3-dione